tert-butyl (2R)-6-(benzyloxy)-5-[(2-tert-butoxy-2-oxoethyl)(trifluoroacetyl)amino]-4-fluoro-2-formyl-2,3-dihydro-1H-indole-1-carboxylate C(C1=CC=CC=C1)OC1=C(C(=C2C[C@@H](N(C2=C1)C(=O)OC(C)(C)C)C=O)F)N(C(C(F)(F)F)=O)CC(=O)OC(C)(C)C